(4-(3,4-dihydroisoquinolin-2(1H)-yl-6-d)-2-(ethylsulfanyl)-6-methylphenyl)-3,3-dimethylbutyramide C1N(CCC2=CC(=CC=C12)[2H])C1=CC(=C(C(=C1)C)C(C(=O)N)C(C)(C)C)SCC